C(C1=CC=CC=C1)(=O)O.O=C(OC(Cl)(Cl)Cl)Cl diphosgene benzoate